[NH4+].FC(C=1N=CC(=NC1)C1=NC(=NO1)C12CCC(CC1)(CC2)CNC(C2=C(C(=C(C(=C2)F)O)F)F)=O)F N-[(4-{5-[5-(difluoromethyl)pyrazin-2-yl]-1,2,4-oxadiazol-3-yl}bicyclo[2.2.2]octan-1-yl)methyl]-2,3,5-trifluoro-4-hydroxybenzamide, ammonium salt